5-(3-(2-methoxyethyl)-2-methyl-3H-imidazo[4,5-b]pyridin-5-yl)-N-((1-(trifluoromethyl)cyclopropyl)methyl)pyrrolo[2,1-f][1,2,4]triazin-2-amine COCCN1C(=NC=2C1=NC(=CC2)C=2C=CN1N=C(N=CC12)NCC1(CC1)C(F)(F)F)C